N-(2-chloro-3-((3,5-dimethyl-4-oxo-3,4-dihydroquinazolin-6-yl)amino)-5-fluorophenyl)-3-fluoropropane-1-sulfonamide ClC1=C(C=C(C=C1NC=1C(=C2C(N(C=NC2=CC1)C)=O)C)F)NS(=O)(=O)CCCF